3-acetyl-1-(2-((2-((3-chloro-2-fluorophenylmethyl)amino)-2-oxoethyl)(cyclopropyl)amino)-2-oxoethyl)-1H-indazole-4-carbonyl azide C(C)(=O)C1=NN(C=2C=CC=C(C12)C(=O)N=[N+]=[N-])CC(=O)N(C1CC1)CC(=O)NCC1=C(C(=CC=C1)Cl)F